NC=1C(=C(OC=2C(=C(C(=O)OC(C)(C)C)C(=CC2)[N+](=O)[O-])C)C=CC1)F tert-butyl 3-(3-amino-2-fluorophenoxy)-2-methyl-6-nitrobenzoate